2-(2-fluoro-6-methylpyridin-4-yl)-3-isopropyl-5-(piperidin-4-yl)-1H-indole FC1=NC(=CC(=C1)C=1NC2=CC=C(C=C2C1C(C)C)C1CCNCC1)C